behenamidopropyl-methylamine C(CCCCCCCCCCCCCCCCCCCCC)(=O)NCCCNC